(3R)-3-({2-[4-chloro-2-(difluoromethoxy)phenyl][1,2,4]triazolo[1,5-c]quinazolin-5-yl}amino)piperidin-2-one ClC1=CC(=C(C=C1)C1=NN2C(=NC=3C=CC=CC3C2=N1)N[C@H]1C(NCCC1)=O)OC(F)F